N-(1-cyclopropyl-1H-pyrazol-4-yl)-2-(1H-pyrazol-5-yl)thiazole-4-carboxamide C1(CC1)N1N=CC(=C1)NC(=O)C=1N=C(SC1)C1=CC=NN1